3-(tert-butoxy)-2,2-bis(tert-butoxymethyl)propanal C(C)(C)(C)OCC(C=O)(COC(C)(C)C)COC(C)(C)C